FC(C(=O)O)(F)F.ClC1=C(C=C(C=C1)C(CNC1CCC(CC1)(C)O)C1=CC=CC=C1)C=1C(=CC=C(C1F)OC(F)F)C(=O)N 2'-chloro-5-(Difluoromethoxy)-6-fluoro-5'-(2-(((1r,4r)-4-hydroxy-4-methylcyclohexyl)amino)-1-phenylethyl)-[1,1'-biphenyl]-2-carboxamide trifluoroacetate